2-((1-(2,4-bis(trifluoromethyl)benzyl)-1H-pyrazol-4-yl)ethynyl)-5-(pyridin-2-yl)-1,3,4-thiadiazole FC(C1=C(CN2N=CC(=C2)C#CC=2SC(=NN2)C2=NC=CC=C2)C=CC(=C1)C(F)(F)F)(F)F